tert-butyl 3-((7-chloro-6-(2-methyl-6-methoxyphenyl)-4-(2,4-diisopropylpyridin-3-yl)-2,3-dioxo-3,4-dihydropyrido[2,3-b]pyrazin-1(2H)-yl)methyl)-3-fluoroazetidine-1-carboxylate ClC1=CC2=C(N(C(C(N2CC2(CN(C2)C(=O)OC(C)(C)C)F)=O)=O)C=2C(=NC=CC2C(C)C)C(C)C)N=C1C1=C(C=CC=C1OC)C